N-isopropylhydrazinecarbothioamide C(C)(C)NC(=S)NN